2-(3-fluoro-2'-(pyrrolidin-1-yl)-[2,4'-bipyridyl]-3'-yl)-1H-benzo[d]imidazole FC=1C(=NC=CC1)C1=C(C(=NC=C1)N1CCCC1)C1=NC2=C(N1)C=CC=C2